(6-Chloro-2,3-dihydro-1,4-benzodioxin-3-yl)-[1-(2-hydroxyethyl)-6-(1H-pyrazol-4-yl)indol-3-yl]methanone ClC1=CC2=C(OCC(O2)C(=O)C2=CN(C3=CC(=CC=C23)C=2C=NNC2)CCO)C=C1